N-(3,4-dimethylphenyl)-6-morpholin-4-yl-N1-p-tolyl-[1,3,5]triazine-2,4-diamine CC=1C=C(C=CC1C)NC1N(C(=NC(=N1)N)N1CCOCC1)C1=CC=C(C=C1)C